3-chloro-4'-(methylsulfonyl)biphenyl-4-yl α-D-mannopyranoside O([C@@H]1[C@@H](O)[C@@H](O)[C@H](O)[C@H](O1)CO)C1=C(C=C(C=C1)C1=CC=C(C=C1)S(=O)(=O)C)Cl